2-(3,5-dimethylbenzyl)-4-hydroxy-5-methoxyisophthalonitrile CC=1C=C(CC2=C(C#N)C=C(C(=C2C#N)O)OC)C=C(C1)C